N(C(=N)N)CCC(=O)O[C@@H]1[C@@H]([C@H](O[C@H]1N1C(N=C(C(=C1)F)NC(=O)OCCCCC)=O)C)OC(CCNC(=N)N)=O (2R,3R,4R,5R)-4-[(3-carbamimidamido-propanoyl)oxy]-5-(5-fluoro-2-oxo-4-{[(pentyloxy)carbonyl]amino}-1,2-dihydro-pyrimidin-1-yl)-2-methyloxolan-3-yl-3-carbamimidamido-propanoate